BrC1=NNC(C2=CC=C(C(=C12)F)Br)=O 4,6-dibromo-5-fluorophthalazin-1(2H)-one